ClC=1C=C(CNC(C(C)(C2=NC=CC=N2)C)=O)C=C(C1[C@@H]1C(NC(CC1)=O)=O)Cl (R)-N-(3,5-dichloro-4-(2,6-dioxopiperidin-3-yl)benzyl)-2-methyl-2-(pyrimidin-2-yl)propanamide